4-chloro-2,3-dihydro-1H-isoindole hydrochloride Cl.ClC1=C2CNCC2=CC=C1